N-[(1S)-1-[[6-chloro-5-(3,5-dimethyl-1H-pyrazol-4-yl)-2-pyridyl]carbamoyl]-2,2-dicyclopropyl-ethyl]-3-methyl-isoxazole-4-carboxamide ClC1=C(C=CC(=N1)NC(=O)[C@H](C(C1CC1)C1CC1)NC(=O)C=1C(=NOC1)C)C=1C(=NNC1C)C